(5-Nitrofuran-2-yl)[4-(4-nitrophenyl)piperazin-1-yl]methanone [N+](=O)([O-])C1=CC=C(O1)C(=O)N1CCN(CC1)C1=CC=C(C=C1)[N+](=O)[O-]